[2H]C(C(F)(F)F)(OC1=NC=CC2=C1C=C(N2)C(=O)OC)[2H] methyl 4-(1,1-dideuterio-2,2,2-trifluoro-ethoxy)-1H-pyrrolo[3,2-c]pyridine-2-carboxylate